Diethylmethylpropylammonium hydroxid [OH-].C(C)[N+](CCC)(C)CC